C1(CC1)C=1C=CC(=NC1C)NC([C@@H](CC1=CC=CC=C1)OC1=CC=CC=2CC(OC21)(C)C)=O |r| (±)-N-(5-Cyclopropyl-6-methylpyridin-2-yl)-2-((2,2-dimethyl-2,3-dihydrobenzofuran-7-yl)oxy)-3-phenylpropanamide